1-(4-(3,4-dichlorophenyl)-5-(isopropylthio)thiazol-2-yl)-3-methyl-4-(1-methyl-2-oxo-1,2-dihydropyridin-4-yl)-1H-pyrazole-5-carboxylic acid ClC=1C=C(C=CC1Cl)C=1N=C(SC1SC(C)C)N1N=C(C(=C1C(=O)O)C1=CC(N(C=C1)C)=O)C